FC(C(CC)NC(N([C@H](C(F)(F)F)C1=NC=C(C(=C1)C=1N=C(C=2N(C1)C=CN2)OC)OC)CC)=O)F 3-(1,1-difluorobutan-2-yl)-1-ethyl-1-((S)-2,2,2-trifluoro-1-(5-methoxy-4-(8-methoxyimidazo[1,2-a]pyrazin-6-yl)pyridin-2-yl)ethyl)urea